CNCCCCCCCCCCCCCCCCCC N-methyl-stearyl-amine